2-nitrobenzoimidazole [N+](=O)([O-])C=1NC2=C(N1)C=CC=C2